C(C=C)C=1C(=C(C(=O)O)C(=CC1OCC1=CC=CC=C1)C)\C=C\C (E)-3-allyl-4-(benzyloxy)-6-methyl-2-(prop-1-en-1-yl)benzoic acid